4-[4-(2-chloro-3,5-dimethoxy-4-methyl-phenyl)-3-(cyclopentyloxymethyl)phenoxy]tetrahydropyran-4-carboxylic acid ClC1=C(C=C(C(=C1OC)C)OC)C1=C(C=C(OC2(CCOCC2)C(=O)O)C=C1)COC1CCCC1